imidazo[1,2-a]pyrazine-2-acetaldehyde N=1C(=CN2C1C=NC=C2)CC=O